O=C1OC2(C3=CC=CC=C3OC=3C=CC=CC23)C2=CC=CC=C12 3-oxo-3H-spiro[isobenzofuran-1,9'-xanthene]